SCSC(SCSC1SCSC(C1)SCS)CC(SCS)SCS 4-[3,5-bis(mercaptomethylthio)-7-Mercapto-2,6-dithiaheptylthio]-6-mercaptomethylthio-1,3-dithiane